(2s,3r)-methyl-3-(2-fluorophenyl)-2,3-dihydroxypropionate COC([C@H]([C@H](O)C1=C(C=CC=C1)F)O)=O